Benzyl (1s,4s)-4-((3-(4-(3-((2S,3S)-1-methyl-5-oxo-2-(pyridin-3-yl)pyrrolidine-3-carboxamido)propyl)piperazin-1-yl)propyl)carbamoyl)cyclohexane-1-carboxylate CN1[C@@H]([C@H](CC1=O)C(=O)NCCCN1CCN(CC1)CCCNC(=O)C1CCC(CC1)C(=O)OCC1=CC=CC=C1)C=1C=NC=CC1